vinylzinc C(=C)[Zn]